ethyl (1-{2,6-difluoro-4-[4-(3-methoxy-propoxy)-pyrimidin-2-yl]-phenyl}-piperidin-4-yl)-acetate FC1=C(C(=CC(=C1)C1=NC=CC(=N1)OCCCOC)F)N1CCC(CC1)CC(=O)OCC